O=C1NC(CCC1N1C(C2=CC=C(C=C2C1=O)OCCOCCNC(=O)C1CCNCC1)=O)=O N-(2-(2-((2-(2,6-dioxopiperidin-3-yl)-1,3-dioxoisoindolin-5-yl)oxy)ethoxy)ethyl)piperidine-4-carboxamide